tert-butyl 4-[7-({8-fluoro-2-methylimidazo[1,2-a]pyridin-6-yl}carbamoyl)-2-(oxetan-2-ylmethyl)indazol-4-yl]piperazine-1-carboxylate FC=1C=2N(C=C(C1)NC(=O)C1=CC=C(C3=CN(N=C13)CC1OCC1)N1CCN(CC1)C(=O)OC(C)(C)C)C=C(N2)C